(2-(4-(5H-benzo[4,5]thieno[3,2-c]carbazol-5-yl) phenyl)-1-cyanovinyl) phosphonate P(OC(=CC1=CC=C(C=C1)N1C2=CC=CC=C2C=2C3=C(C=CC12)C1=C(S3)C=CC=C1)C#N)([O-])=O